ClC=1C=C(C=C(C1)F)N(C(=O)[C@H]1N(C([C@H]([C@H]1O)O)=O)C1=NC(=CC(=C1)C(F)(F)F)C)C (2S,3S,4S)-N-(3-Chloro-5-fluoro-phenyl)-3,4-dihydroxy-N-methyl-1-(6-methyl-4-(trifluoromethyl)pyridin-2-yl)-5-oxopyrrolidine-2-carboxamide